Racemic-1-(3-(aminomethyl)phenyl)-N-(5-(((cyclopropylmethyl)amino)(phenyl)methyl)-2-fluorophenyl)-3-(trifluoromethyl)-1H-pyrazole-5-carboxamide NCC=1C=C(C=CC1)N1N=C(C=C1C(=O)NC1=C(C=CC(=C1)[C@@H](C1=CC=CC=C1)NCC1CC1)F)C(F)(F)F |r|